OC1C(C(C1(C1CCCCC1)C1CCCCC1)=O)(C)C 3-hydroxy-2,2-dimethyl-4,4-dicyclohexyl-cyclobutanone